2,2,2-trifluoro-1-(4-(trifluoromethyl)phenyl)ethan-1-ol FC(C(O)C1=CC=C(C=C1)C(F)(F)F)(F)F